COC=1C=CC=2N(C1NC(C)=O)C=NC2 N-(6-methoxyimidazo[1,5-a]pyridin-5-yl)acetamide